2-(3-{[(2R)-1-(but-2-ynoyl)pyrrolidin-2-yl]methoxy}pyridin-4-yl)-3-[(3-fluoro-2-methoxyphenyl)amino]-1H,5H,6H,7H-pyrrolo[3,2-c]pyridin-4-one 2,2,2-trifluoroacetic acid salt FC(C(=O)O)(F)F.C(C#CC)(=O)N1[C@H](CCC1)COC=1C=NC=CC1C1=C(C=2C(NCCC2N1)=O)NC1=C(C(=CC=C1)F)OC